NC1CCN(CC1)CC1CCC(CC1)C1=CC2=C(N(C(N2C)=O)C2C(NC(CC2)=O)=O)C=C1 3-[5-[4-[(4-Amino-1-piperidyl)methyl]cyclohexyl]-3-methyl-2-oxo-benzimidazol-1-yl]piperidine-2,6-dione